S(=O)(=O)(O)OCC1=C(C(=C(C=C1)O)CO)CNC(C)(C)C 2-[(tert-butylamino)methyl]-4-hydroxy-3-hydroxymethyl-benzyl alcohol sulfate